N1(CCNCC1)C(=O)C1=NC=C(C=C1)C1=CC=CC=2N1N=CC2C(=O)N2CCCCC2 piperazin-1-yl(5-(3-(piperidine-1-carbonyl)pyrazolo[1,5-a]pyridin-7-yl)pyridin-2-yl)methanone